tert-butyl (E)-2-(4-(4-(4-aminobut-1-en-1-yl)phenyl)-2,3,9-trimethyl-6H-thieno[3,2-f][1,2,4]triazolo[4,3-a][1,4]diazepin-6-yl)acetate NCCC=CC1=CC=C(C=C1)\C\1=N/C(C=2N(C3=C1C(=C(S3)C)C)C(=NN2)C)CC(=O)OC(C)(C)C